(R)-2-methyl-5-(3-methylureido)-N-(1-(naphthalen-1-yl)ethyl)benzamide CC1=C(C(=O)N[C@H](C)C2=CC=CC3=CC=CC=C23)C=C(C=C1)NC(=O)NC